NC(C(=O)N1[C@@H](C[C@H](C1)O)C(=O)NCC1=CC=C(C=C1)C1=C(N=CS1)C)C(C)(C)C (2s,4r)-1-(2-amino-3,3-dimethyl-butyryl)-4-hydroxy-N-[[4-(4-methylthiazol-5-yl)phenyl]methyl]pyrrolidine-2-carboxamide